(S)-3-((2-((3-chloro-2-fluorophenylmethyl)amino)-2-oxoethyl)amino)pyrrolidine-1-carboxylic acid tert-butyl ester C(C)(C)(C)OC(=O)N1C[C@H](CC1)NCC(=O)NCC1=C(C(=CC=C1)Cl)F